tetrakis(phenylsulfonyl)-[1,1-biphenyl] C1(=CC=CC=C1)S(=O)(=O)C=1C(=C(C(=C(C1)C1=CC=CC=C1)S(=O)(=O)C1=CC=CC=C1)S(=O)(=O)C1=CC=CC=C1)S(=O)(=O)C1=CC=CC=C1